[In].[B].[Li] lithium-boron-indium